N-[[5-(3-chlorophenyl)-3-hydroxy-2-pyridinyl]carbonyl]-glycine ClC=1C=C(C=CC1)C=1C=C(C(=NC1)C(=O)NCC(=O)O)O